Butoxyethanol 4-(2,4-dichlorophenoxy)butyrate CCCCOCCOC(=O)CCCOC1=C(C=C(C=C1)Cl)Cl